butyl (3-(2-(2-chloroethoxy)acetamido)bicyclo[1.1.1]pentan-1-yl)carbamate ClCCOCC(=O)NC12CC(C1)(C2)NC(OCCCC)=O